2-amino-1-(3-methylphenyl)ethan-1-ol NCC(O)C1=CC(=CC=C1)C